C(C)(C)(C)OC(=O)NC=1C(N(C=CC1)[C@H](C(=O)OC)CCC)=O methyl (S)-2-(3-((tert-butoxycarbonyl)amino)-2-oxopyridin-1(2H)-yl)pentanoate